ClC=1C=CC2=C([C@@H](C[C@@H](O2)C(=O)NC23CC(C2)(C3)NC(=O)C3=NC=C(N=C3)C)O)C1 N-(3-{[(2R,4R)-6-chloro-4-hydroxy-3,4-dihydro-2H-1-benzopyran-2-carbonyl]amino}bicyclo[1.1.1]pentan-1-yl)-5-methylpyrazine-2-carboxamide